N-(4,5-dimethoxy-2-((5,6,7,8-tetrahydro-1,6-naphthyridin-3-yl)carbamoyl)phenyl)-4-oxo-4H-chromen-2-carboxamide trifluoroacetate FC(C(=O)O)(F)F.COC1=CC(=C(C=C1OC)NC(=O)C=1OC2=CC=CC=C2C(C1)=O)C(NC=1C=NC=2CCNCC2C1)=O